S(=O)(=O)(O)O.OCCN(C1=CC=C(C=C1)N)CCO N,N-bis(β-hydroxyethyl)-para-phenylenediamine sulphate